N(=C=O)CC1(CC(CC(C1)(C)C)N=C=O)C 3-Isocyanatomethyl-3,5,5-trimethylcyclohexylisocyanate